[2-(butanoyloxy)ethyl]trimethylazanium butyltriphenylborate C(CCC)[B-](C1=CC=CC=C1)(C1=CC=CC=C1)C1=CC=CC=C1.C(CCC)(=O)OCC[N+](C)(C)C